CCCCCCCCCCCCC/C=C/[C@H]([C@H](COC1[C@@H]([C@H]([C@@H]([C@H](O1)CO)O)O)O)[NH3+])O The molecule is an ammonium ion that is obtained by protonation of the amino group of D-glucosylsphingosine. Major species at pH 7.3. It is a conjugate acid of a D-glucosylsphingosine.